1-(2-(benzo[d][1,3]dioxol-5-ylamino)-5-methylpyridin-4-yl)-N-(1-(3-chloro-phenyl)-2-hydroxy-ethyl)-1H-imidazole-4-carboxamide O1COC2=C1C=CC(=C2)NC2=NC=C(C(=C2)N2C=NC(=C2)C(=O)NC(CO)C2=CC(=CC=C2)Cl)C